1-methyl-5-(2'-methyl-[1,1'-biphenyl]-yl)-1H-benzo[d][1,2,3]triazole-7-carboxylate CN1N=NC2=C1C(=CC(=C2)C2=C(C=CC=C2)C2=C(C=CC=C2)C)C(=O)[O-]